[2-[3-(tert-butoxycarbonylamino)propoxy]acetyl]oxylithium C(C)(C)(C)OC(=O)NCCCOCC(=O)O[Li]